dicyclohexyl-cyclopentadienyl-2,7-di-tert-butylfluorenyl-methane C1(CCCCC1)C(C1=C(C=CC=2C3=CC=C(C=C3CC12)C(C)(C)C)C(C)(C)C)(C1C=CC=C1)C1CCCCC1